N=1N=CN2C1SC=1C2=C(C=CC1O)O [1,2,4]Triazolo[3,4-b][1,3]benzothiazol-5,8-diol